ClC1=C2C(=C(N=N1)N[C@H]1CN(CCC1)C)N=CC=C2 (3R)-N-(5-chloropyrido[2,3-d]pyridazin-8-yl)-1-methylpiperidine-3-amine